COC1=CC=C(C2=C1NC(=N2)NC(=O)C=2C=NOC2C)N2CCOCC2 5-Methyl-isoxazole-4-carboxylic acid (7-methoxy-4-morpholin-4-yl-1H-benzoimidazol-2-yl)-amide